CC(=O)N[C@@H]1[C@H](C=C(O[C@H]1[C@@H]([C@@H](CO)O)O)C(=O)O)O 2-deoxy-2,3-didehydro-N-acetylneuraminic acid